CN1C(N(C2=NC(=NC=C12)NC=1C(=NC2=NC=CC=C2C1)C)C1(CCOCC1)C#N)=O 4-(7-Methyl-2-((2-methyl-1,8-naphthyridin-3-yl)amino)-8-oxo-7,8-dihydro-9H-purine-9-yl)tetrahydro-2H-pyran-4-carbonitrile